C(C1=CC=CC=C1)OC(=O)NCCOCCOCCOCCN1C=CC2=C(C=CC=C12)NC=1N=C(N=NC1C(=O)OCC)SC 1-Ethyl 5-[[1-[2-[2-[2-[2-(benzyloxycarbonylamino)ethoxy]ethoxy]ethoxy]ethyl]indol-4-yl]amino]-3-methylsulfanyl-1,2,4-triazine-6-carboxylate